3-((tert-butyldimethylsilyl)oxy)-9-azabicyclo[3.3.1]nonane-9-yldiazene [Si](C)(C)(C(C)(C)C)OC1CC2CCCC(C1)N2N=N